tert-Butyl 4-(5-methylpyrido[4,3-b]indol-7-yl)piperazine-1-carboxylate CN1C2=C(C=3C=CC(=CC13)N1CCN(CC1)C(=O)OC(C)(C)C)C=NC=C2